C(OC(C)(C)C)(OC(C)(C)C)=O di-T-butyl carbonate